trimethyl-[3-(trimethoxysilyl)propyl]Ammonium bromide [Br-].C[N+](CCC[Si](OC)(OC)OC)(C)C